C(C)(C)C1=C(NC2=CC=C(C=C12)C1CCN(CC1)CCO)C=1C=C(C=2N(C1)C=NN2)C 2-(4-(3-isopropyl-2-(8-methyl-[1,2,4]triazolo[4,3-a]pyridin-6-yl)-1H-indol-5-yl)piperidin-1-yl)ethan-1-ol